4-(4-(methoxymethyl)-1,5-dimethyl-1H-pyrazol-3-yl)piperazine COCC=1C(=NN(C1C)C)N1CCNCC1